NC1=C(CNC2=C3N=CN(C3=NC=N2)[C@H]2[C@@H](O)[C@H](O)[C@H](O2)CO)OC=C1 6-(3-Aminofurfurylamino)-9-β-D-arabinofuranosylpurin